(R)-3-amino-1-(2-((6-amino-9H-purin-9-yl)methyl)-3-((dimethylamino)methyl)-4-(trifluoromethyl)phenyl)-N-cyclopropylpyrrolidine-3-carboxamide N[C@]1(CN(CC1)C1=C(C(=C(C=C1)C(F)(F)F)CN(C)C)CN1C2=NC=NC(=C2N=C1)N)C(=O)NC1CC1